[Si](C)(C)(C(C)(C)C)O[C@@H]1[C@H](CNC1)N1CCN(CCN(CCN(CC1)CC(OC(C)(C)C)=O)CC(OC(C)(C)C)=O)CC(=O)OC(C)(C)C (2S,3S,4S)-4-((tert-Butyldimethylsilyl)oxy)-3-(4,7,10-tris(2-(tert-butoxy)-2-oxoethyl)-1,4,7,10-tetraazacyclododecan-1-yl)pyrrolidin